C(#N)CCN1C(=NC(=C1)C)CC 1-(2-cyanoethyl)-2-ethyl-4-methylimidazole